3-(((R)-7-((2S,4R)-2-(3,5-Difluorophenyl)-4-(dimethylamino)piperidine-1-carbonyl)-7-azaspiro[4.5]decan-10-yl)methyl)-6-fluoroquinazolin-4(3H)-one hydrochloride Cl.FC=1C=C(C=C(C1)F)[C@H]1N(CC[C@H](C1)N(C)C)C(=O)N1CC2(CCCC2)[C@@H](CC1)CN1C=NC2=CC=C(C=C2C1=O)F